[Cl-].ClC1=C(NC(NC1=O)=O)CN1CCC[N+]2=C1CCCCC2 (5-chloro-2,6-dioxo-1,2,3,6-tetrahydropyrimidin-4-yl)methyl-2,3,4,6,7,8,9,10-octahydro-1H-pyrimido[1,2-a]azepine-5-ium chloride salt